2-(5-isopropoxy-1-(1-(cis-4-isopropylcyclohexyl)piperidin-4-yl)-1H-indol-3-yl)ethan-1-amine C(C)(C)OC=1C=C2C(=CN(C2=CC1)C1CCN(CC1)[C@@H]1CC[C@@H](CC1)C(C)C)CCN